C12COCC(CC1)N2C=2C1=C(N=CN2)NC(=C1)C1=CC=C(C=C1)NC(C1=NC=CC(=C1)CN1C[C@](CC1)(C)N)=O N-(4-(4-(3-oxa-8-azabicyclo[3.2.1]octan-8-yl)-7H-pyrrolo[2,3-d]pyrimidin-6-yl)phenyl)-4-(((R)-3-amino-3-methylpyrrolidin-1-yl)methyl)picolinamide